(S)-2-Amino-2-(3-fluoro-5-methoxyphenyl)ethan-1-ol N[C@H](CO)C1=CC(=CC(=C1)OC)F